perfluoro-2,5-dimethyl-3,6-dioxaoctanoic acid ammonium [NH4+].FC(C(=O)O)(OC(C(OC(C(F)(F)F)(F)F)(C(F)(F)F)F)(F)F)C(F)(F)F